2-[[1-[(2,5-difluorophenyl)methyl]piperidin-4-yl]methyl]-6-pyrazol-1-ylpyridazin-3-one FC1=C(C=C(C=C1)F)CN1CCC(CC1)CN1N=C(C=CC1=O)N1N=CC=C1